The molecule is a 2-hydroxydicarboxylic acid that is 2-hydroxy-3-methylbutanedioic acid in which one of the methyl hydrogens is replaced by a phosphino group It has a role as a bacterial metabolite. It is a 2-hydroxydicarboxylic acid and a member of phosphinic acids. It is a conjugate acid of a phosphinomethylisomalate(3-). C(C(C(C(=O)O)O)C(=O)O)[P+](=O)O